(2S)-2-amino-4-[{(1R)-1-[1-benzyl-4-(2,5-difluorophenyl)-1H-pyrrol-2-yl]-2,2-dimethylpropyl}(glycoloyl)amino]-N-(2-{2-[(bromoacetyl)amino]ethoxy}ethyl)-butanamid N[C@H](C(=O)NCCOCCNC(CBr)=O)CCN(C(CO)=O)[C@H](C(C)(C)C)C=1N(C=C(C1)C1=C(C=CC(=C1)F)F)CC1=CC=CC=C1